2-[4-cyclopropyl-6-(difluoromethoxy)pyrimidin-5-yl]-4-[[6-[1-ethyl-4-(trifluoromethyl)imidazol-2-yl]-5-fluoro-3-pyridyl]methoxy]-6-methyl-5H-pyrrolo[3,2-d]pyrimidine C1(CC1)C1=NC=NC(=C1C=1N=C(C2=C(N1)C=C(N2)C)OCC=2C=NC(=C(C2)F)C=2N(C=C(N2)C(F)(F)F)CC)OC(F)F